OCC1CN(CC1COC1=CC=C(C=C1)S(=O)(=O)C)CCC=1C=C(C#N)C=CC1 3-{2-[3-(hydroxymethyl)-4-[(4-methanesulfonylphenoxy)methyl]pyrrolidin-1-yl]ethyl}benzonitrile